ClC=1SC=2C(N1)=C(C=CC2)N 2-chlorobenzo[d]thiazole-4-amine